C(C1=CC=CC=C1)N1C(C(C2=CC=C(C=C12)C(F)(F)F)(F)C1=C(C=CC(=C1)Cl)OC)=O 1-benzyl-3-(5-chloro-2-methoxyphenyl)-3-fluoro-6-(trifluoromethyl)indol-2-one